N-[(4-fluoro-2-methyl-phenyl)methyl]-2-methyl-propan-1-amine FC1=CC(=C(C=C1)CNCC(C)C)C